CSC1=C(C(C)=CC(=C1N)SC)N 3,5-Dimethylthio-2,4-toluendiamin